N-(3-bromo-4-fluorophenyl)-1-fluoro-6,7,8,9-tetrahydro-5H-5,8-epiminocyclohepta[c]pyridine-10-carboxamide BrC=1C=C(C=CC1F)NC(=O)N1C2CCC1CC=1C(=NC=CC12)F